BrC=1C=C(C(=C(C=O)C1)O)C 5-bromo-2-hydroxy-3-methyl-benzaldehyde